6',6'''-(propane-1,3-diylbis(oxy))bis(3-(2,7-di-tert-butyl-9H-carbazol-9-yl)-3'-fluoro-5-(2,4,4-trimethylpentan-2-yl)-[1,1'-biphenyl]-2-ol) C(CCOC1=CC=C(C=C1C=1C(=C(C=C(C1)C(C)(CC(C)(C)C)C)N1C2=CC(=CC=C2C=2C=CC(=CC12)C(C)(C)C)C(C)(C)C)O)F)OC1=CC=C(C=C1C=1C(=C(C=C(C1)C(C)(CC(C)(C)C)C)N1C2=CC(=CC=C2C=2C=CC(=CC12)C(C)(C)C)C(C)(C)C)O)F